COC(=O)C1(CCNCC1)CC(=O)N(C1=CC=CC=C1)[C@H]1CC(CCC1)(F)F |r| racemic-4-[2-(N-[3,3-difluorocyclohexyl]anilino)-2-oxo-ethyl]piperidine-4-carboxylic acid methyl ester